1,3,4,6,8-pentamethyl-2-oxa-bicyclo[2.2.2]octane CC12OC(C(CC1C)(C(C2)C)C)C